6-(7,8-dimethyl-[1,2,4]triazolo[4,3-b]pyridazin-6-yl)-N-(1-isopentyl-3-methyl-1H-pyrazol-5-yl)-5,6,7,8-tetrahydro-1,6-naphthyridin-3-amine CC1=C(C=2N(N=C1N1CC=3C=C(C=NC3CC1)NC1=CC(=NN1CCC(C)C)C)C=NN2)C